FC1=CC2=C(N(C(=N2)NC(CC2(CC2)C(F)(F)F)=O)C2(CCC2)C)C=C1 N-(5-fluoro-1-(1-methylcyclobutyl)-1H-benzo[d]imidazol-2-yl)-2-(1-(trifluoromethyl)cyclopropyl)acetamide